tert-butyl (1,1,1-trifluoro-4-(methylsulfonyl)butan-2-yl)carbamate FC(C(CCS(=O)(=O)C)NC(OC(C)(C)C)=O)(F)F